C1CCCCC12NC1(CCCCC1)CC(C2)OC2=CC=C(N=N2)N2CC1=NC=C(C=C1C2=O)C=2C(=NN(C2)C)C 6-(6-((7-azadispiro[5.1.58.36]hexadecan-15-yl)oxy)pyridazin-3-yl)-3-(1,3-dimethyl-1H-pyrazol-4-yl)-6,7-dihydro-5H-pyrrolo[3,4-b]pyridin-5-one